BrC=1C=CC(=C2C(=CNC12)C=O)C 7-BROMO-4-METHYL-1H-INDOLE-3-CARBALDEHYDE